C(C)(=O)[Si](O[Si](C(C)=O)(C)C)(C)C 1,3-diacetyltetramethyldisiloxane